C(C(=C)C)(=O)OCCOC=1C(=CC=CC1)C1=CC=CC=C1 (2-biphenyloxy)-ethyl methacrylate